endo-norbornane-2,3-dicarboxylic acid disodium salt [Na+].[Na+].C12C(C(C(CC1)C2)C(=O)[O-])C(=O)[O-]